CO[Si](CCCNCCC(=O)O)(OC)OC 3-(3-(trimethoxysilyl)propylamino)propionic acid